5-(1-methylcyclohexyloxycarbonyl-methyloxycarbonyl)-7-oxo-bicyclo[2.2.1]Hept-2-ene CC1(CCCCC1)OC(=O)COC(=O)C1C2C=CC(C1)C2=O